3-((13S,15S,Z)-4-fluoro-16-(hydroxymethylene)-13-methyl-17-oxo-7,8,9,11,12,13,14,15,16,17-decahydro-6H-cyclopenta[a]phenanthren-15-yl)-N-(3-fluoropyridin-2-yl)propanamide FC1=CC=CC=2C3CC[C@@]4(C(\C(\[C@H](C4C3CCC12)CCC(=O)NC1=NC=CC=C1F)=C/O)=O)C